ethyl (2S)-3-[tert-butyl(dimethyl)silyl]oxy-2-(4-chloro-2-methylsulfanyl-pyrimidin-5-yl)-2-methyl-propanoate [Si](C)(C)(C(C)(C)C)OC[C@](C(=O)OCC)(C)C=1C(=NC(=NC1)SC)Cl